P(=O)(O)(O)O[C@@H]1O[C@@H]([C@H]([C@@H]([C@@H]1O)O)O)[C@@H](CO)O (2S,3S,4S,5S,6R)-6-((R)-1,2-dihydroxyethyl)-3,4,5-trihydroxytetrahydro-2H-pyran-2-yl dihydrogenphosphate